(3S,4R)-3-ethyl-4-(3-(2-(2-fluoro-[1,1'-biphenyl]-4-yl)propanoyl)-3H-imidazo[1,2-a]pyrrolo[2,3-e]pyrazin-8-yl)-N-(2,2,2-trifluoroethyl)pyrrolidine-1-carboxamide C(C)[C@@H]1CN(C[C@@H]1C1=CN=C2N1C1=C(N=C2)N(C=C1)C(C(C)C1=CC(=C(C=C1)C1=CC=CC=C1)F)=O)C(=O)NCC(F)(F)F